6-Fluoro-3,4-dihydro-naphthalen-2(1H)-one FC=1C=C2CCC(CC2=CC1)=O